Di-t-butyl-hydroxytoluene tert-butyl-N-[2-(4-[2-cyclopropyl-3H-imidazo[4,5-b]pyridin-7-yl]piperidine-1-carbonyl)-5-(trifluoromethoxy)phenyl]carbamate C(C)(C)(C)OC(NC1=C(C=CC(=C1)OC(F)(F)F)C(=O)N1CCC(CC1)C1=C2C(=NC=C1)NC(=N2)C2CC2)=O.C(C)(C)(C)C(C2=CC=CC=C2)(O)C(C)(C)C